2-(2-(2,6-Dichlorophenylamino)phenyl)acetic acid ClC1=C(C(=CC=C1)Cl)NC1=C(C=CC=C1)CC(=O)O